ClC1=C(C=C(C=C1)S(NC)(=O)=O)C1=C(C(=CC=C1)NC(=O)[C@H]1N(C[C@@H](C1)F)C(=O)OC(C)(C)C)F tert-Butyl (2S,4R)-2-((2'-chloro-2-fluoro-5'-(N-methylsulfamoyl)-[1,1'-biphenyl]-3-yl)carbamoyl)-4-fluoropyrrolidine-1-carboxylate